methyl 2-((1r,4r)-4-(4-(tert-butoxycarbonyl)piperazin-1-yl)cyclohexyl)-2H-indazole-6-carboxylate C(C)(C)(C)OC(=O)N1CCN(CC1)C1CCC(CC1)N1N=C2C=C(C=CC2=C1)C(=O)OC